1,2-bis(Diphenylphosphino)ethane C1(=CC=CC=C1)P(CCP(C1=CC=CC=C1)C1=CC=CC=C1)C1=CC=CC=C1